6-(4-(6-(((1R,3s,5S)-9-azabicyclo[3.3.1]nonan-3-yl)(methyl)amino)pyridazin-3-yl)-3-hydroxyphenyl)-3-methylpyrimidin [C@H]12CC(C[C@H](CCC1)N2)N(C2=CC=C(N=N2)C2=C(C=C(C=C2)C=2C=CN(CN2)C)O)C